IC1=CC(=NC(=C1)OC=1C=NC(=CC1)C(F)(F)F)C 4-iodo-2-methyl-6-{[6-(trifluoromethyl)pyridin-3-yl]oxy}pyridine